1-(5-chloro-4-(4-fluoro-2-methoxyphenyl)pyridin-2-yl)-3-((1r,4r)-4-((2-(dimethylamino)ethyl)amino)cyclohexyl)urea ClC=1C(=CC(=NC1)NC(=O)NC1CCC(CC1)NCCN(C)C)C1=C(C=C(C=C1)F)OC